C(CCN(CCCN)CCCN)CNCCCN The molecule is a polyazaalkane that is spermine in which the amino hydrogen at postion 4 is replaced by a 3-aminopropyl group It has a role as a bacterial metabolite. It is a polyazaalkane, a primary amino compound and a tertiary amino compound. It derives from a spermine. It is a conjugate acid of a N(4)-aminopropylspermine(5+).